2-(12-ethyl-9-oxo-3-thia-1,10,11-triazatricyclo[6.4.0.02,6]dodeca-2(6),4,7,11-tetraen-10-yl)acetamide C(C)C1=NN(C(C2=CC=3C=CSC3N12)=O)CC(=O)N